C(C)N1OC([C@H]2[C@H]1C(C[C@](C2)(C2=C(C=CC=C2)C)C)C)(C)C |r| rac-(3aR,5R,7aR)-1-ethyl-3,3,5,7-tetramethyl-5-(o-tolyl)octahydrobenzo[c]isoxazole